5-methyl-6-(3-(1-methyl-1H-pyrazol-5-yl)-7,8-dihydro-1,6-naphthyridin-6(5H)-yl)-N-(thiazol-5-ylmethyl)pyridazine-3-carboxamide CC=1C=C(N=NC1N1CC=2C=C(C=NC2CC1)C1=CC=NN1C)C(=O)NCC1=CN=CS1